6-(2-bromo-1-((tert-butyldimethylsilyl)oxy)ethyl)-7,8-difluoro-1,4-dihydro-2H-benzo[d][1,3]oxazin-2-one BrCC(O[Si](C)(C)C(C)(C)C)C1=CC2=C(NC(OC2)=O)C(=C1F)F